C(C)[C@H]1N(C[C@@H](N(C1)C=1C=2N(N(C(C1F)=O)C)C=C(N2)CC#N)C)C(C)C2=CC=C1C(=N2)SC(=N1)C 2-(8-((2s,5r)-5-ethyl-2-methyl-4-(1-(2-methylthiazolo[5,4-b]pyridin-5-yl)ethyl)piperazin-1-yl)-7-fluoro-5-methyl-6-oxo-5,6-dihydroimidazo[1,2-b]pyridazin-2-yl)acetonitrile